CN(C(=O)C1NC(C2=CC=CC=C12)=O)C=1C=C(C=CC1)C N-methyl-3-oxo-N-(m-tolyl)isoindoline-1-carboxamide